C(#N)C1=C(C=C(C=C1)NC(C(C)N1N=CC(=C1)I)=O)C(F)(F)F N-(4-cyano-3-(trifluoromethyl)phenyl)-2-(4-iodo-1H-pyrazol-1-yl)propanamide